N-(5-((3-Fluorophenoxy)methyl)-2,4-dimethoxyphenyl)-5-oxopyrrolidine-2-carboxamide FC=1C=C(OCC=2C(=CC(=C(C2)NC(=O)C2NC(CC2)=O)OC)OC)C=CC1